C(=O)(OC(C)(C)C)NC(SC)=NC(=O)OC(C)(C)C N,N'-bis-Boc-S-methylisothiourea